(1R,5S)-3-(7-Bromo-2-chloro-3-cyanoquinolin-4-yl)-3,8-diazabicyclo[3.2.1]octane BrC1=CC=C2C(=C(C(=NC2=C1)Cl)C#N)N1C[C@H]2CC[C@@H](C1)N2